2-(3-isopropyl-2-(2-methylpyridin-4-yl)-1H-indol-5-yl)-2-methyl-N-(piperidin-4-ylmethyl)propionamide C(C)(C)C1=C(NC2=CC=C(C=C12)C(C(=O)NCC1CCNCC1)(C)C)C1=CC(=NC=C1)C